FC1=CC(=C(OCC=2C=CC=C3C=CN=CC23)C=C1[N+](=O)[O-])OC 8-(4-fluoro-2-methoxy-5-nitrophenoxymethyl)isoquinoline